[Cu].[W].[Ba].C(C(=C)C)(=O)OC(CC[Si](OCC)(OCC)OCC)CC 3-(methacryloxy)amyl-triethoxysilane barium tungsten copper